BrC1(CC=C(S1)C=1SC=CC1)Br 5,5-dibromo-2,2'-bithiophene